6-[(2-chloro-4-pyridinyl)oxy]-1,3-benzothiazol-2-amine ClC1=NC=CC(=C1)OC1=CC2=C(N=C(S2)N)C=C1